2,2-bis(iodomethyl)-1,3-dioxolane ICC1(OCCO1)CI